[(3S)-5-Oxopyrrolidin-3-yl] 4-[3-[2-(oxetan-3-yloxy)-3-pyridyl]pyrazolo[1,5-a]pyrimidin-5-yl]piperazine-1-carboxylate O1CC(C1)OC1=NC=CC=C1C=1C=NN2C1N=C(C=C2)N2CCN(CC2)C(=O)O[C@@H]2CNC(C2)=O